N1=CC(=CC=2CCCCC12)C#N 5,6,7,8-tetrahydroquinoline-3-Nitrile